N-ethyl-carbazole-3-carbaldehyde C(C)N1C2=CC=CC=C2C=2C=C(C=CC12)C=O